C(C1=CC=CC=C1)(=O)OC(CC)CC(CC)NCC1=CC=CC=C1 5-benzylamino-3-heptyl benzoate